1-(2-chloro-5-methyl-pyrimidin-4-yl)-1H-indole-3-carboxylic acid amide ClC1=NC=C(C(=N1)N1C=C(C2=CC=CC=C12)C(=O)N)C